C(C)N1C2=CC=CC=C2SC=2C=C(C=CC12)/C=C/C(=O)O (E)-3-(10-ethyl-10H-phenothiazin-3-yl)acrylic acid